C(C)N1C=NC2=C1N=NC=C2C2=CC(=C(C=C2)F)C2=CC=1N(C=C2OC)C=NN1 7-ethyl-4-(4-fluoro-3-(6-methoxy-[1,2,4]triazolo[4,3-a]pyridin-7-yl)phenyl)-7H-imidazo[4,5-c]pyridazine